4-hydroxypiperidine-carboxylic acid tert-butyl ester C(C)(C)(C)OC(=O)N1CCC(CC1)O